2-Acetyl-3,3-Dimethyl-Norbornane tert-butyl-(R)-3-(3-(2,6-bis(benzyloxy)pyridin-3-yl)-1-methyl-1H-indazol-7-yl)piperidine-1-carboxylate C(C)(C)(C)OC(=O)N1C[C@H](CCC1)C=1C=CC=C2C(=NN(C12)C)C=1C(=NC(=CC1)OCC1=CC=CC=C1)OCC1=CC=CC=C1.C(C)(=O)C1C2CCC(C1(C)C)C2